(7R)-2-[4-(3-fluorophenoxy)phenyl]-7-[4-(prop-2-enoyl)piperazin-1-yl]-4,5,6,7-tetrahydro-2H-pyrazolo[4,3-b]pyridine-3-carboxamide FC=1C=C(OC2=CC=C(C=C2)N2N=C3C(NCC[C@H]3N3CCN(CC3)C(C=C)=O)=C2C(=O)N)C=CC1